4-((7-((adamantan-1-yl)amino)heptyl)amino)-2-(2,6-dioxopiperidin-3-yl)-6-fluoroisoindoline C12(CC3CC(CC(C1)C3)C2)NCCCCCCCNC2=C3CN(CC3=CC(=C2)F)C2C(NC(CC2)=O)=O